1-carboxyDichloromethane C(=O)(O)C(Cl)Cl